(1R,5S)-3-[3-[[(1R)-1-[3-(cyclopropylmethoxy)-5-methoxy-phenyl]ethyl]carbamoyl]-4-methyl-phenyl]-3,8-diazabicyclo[3.2.1]octane-8-carboxylic acid tert-butyl ester C(C)(C)(C)OC(=O)N1[C@H]2CN(C[C@@H]1CC2)C2=CC(=C(C=C2)C)C(N[C@H](C)C2=CC(=CC(=C2)OC)OCC2CC2)=O